di-n-octyl-benzhydryl-ammonium hydroxide [OH-].C(CCCCCCC)[NH+](C(C1=CC=CC=C1)C1=CC=CC=C1)CCCCCCCC